methyl-6-oxo-1,4,5,6-tetrahydropyridazine-3-carboxylate COC(=O)C1=NNC(CC1)=O